(S)-N-((R)-(3-chloro-4-fluorophenyl)(1-methyl-3-(trifluoromethyl)-1H-pyrazol-5-yl)methyl)-2-oxooxazolidine-5-carboxamide ClC=1C=C(C=CC1F)[C@@H](NC(=O)[C@@H]1CNC(O1)=O)C1=CC(=NN1C)C(F)(F)F